O=C(C[C@@]1(C[C@H](N(C1)C(=O)[O-])C(=O)OC)C(=O)OCC)C 4-ethyl 2-methyl (2S,4R)-4-(2-oxopropyl)pyrrolidine-1,2,4-tricarboxylate